C(=CC1=CC=CC=C1)C1=C(C=O)C=CC=C1 o-styryl-benzaldehyde